(S)-N-(5-(2-fluoro-4-(trifluoromethyl)phenoxy)-2-methoxyphenyl)-1-methyl-5-oxopyrrolidine-2-carboxamide FC1=C(OC=2C=CC(=C(C2)NC(=O)[C@H]2N(C(CC2)=O)C)OC)C=CC(=C1)C(F)(F)F